N[C@@H]1CCCC12CCN(CC2)C=2C(=NC(=C(N2)C)SC2=C(C(=NC=C2)Cl)Cl)C(=O)OC (R)-methyl 3-(1-amino-8-azaspiro[4.5]decan-8-yl)-6-((2,3-dichloropyridin-4-yl) thio)-5-methylpyrazine-2-carboxylate